fluoro-4-(pyrrolidin-1-ylmethyl)benzonitrile FC1=C(C#N)C=CC(=C1)CN1CCCC1